The molecule is a class of N,N-dihydroxy-alpha-amino-acids consisting of homologues of N,N-dihydroxymethionine where there is a minimum of four methylene groups between the alpha-carbon and sulfur atoms. It is a N,N-dihydroxy-alpha-amino acid and a methyl sulfide. It is a conjugate acid of a N,N-dihydroxy-L-polyhomomethioninate. CSCCC[C@@H](C(=O)O)N(O)O